N-methoxy-N-methyl-3-phenylpropanamide CON(C(CCC1=CC=CC=C1)=O)C